acetylacetone dioxime C(C)(CC(C)=NO)=NO